NC1=NN(C=C1C=1C=C2CCNC(C2=CC1)=O)C=1C=C(C=CC1)NC(\C=C\OC)=O (E)-N-(3-(3-amino-4-(1-oxo-1,2,3,4-tetrahydroisoquinolin-6-yl)-1H-pyrazol-1-yl)phenyl)-3-methoxyacrylamide